[C@H](C)(CC)[C@@H]1N(CC2=C(NC1=O)C=CC=C2)/C(/N)=N/C#N (S,E)-3-((S)-sec-Butyl)-N'-cyano-2-oxo-1,2,3,5-tetrahydro-4H-benzo[e][1,4]diazepine-4-carboximidamide